(S)-5,6-diethyl-3-((3-(1-(2-(methylamino)acetamido)propan-2-yl)phenyl)amino)pyrazine C(C)C=1N=C(C=NC1CC)NC1=CC(=CC=C1)[C@@H](CNC(CNC)=O)C